(3-(2,3-difluorophenyl)-5-((S)-3-methyl-morpholino)thiophen-2-yl)benzoic acid FC1=C(C=CC=C1F)C1=C(SC(=C1)N1[C@H](COCC1)C)C1=C(C(=O)O)C=CC=C1